C(=O)(O)[C@H](CC(=O)C1=CC2=C(S1)C=C(C(=C2)CCCCCC=2C=C1CN(CC1=CC2OC)C(C[C@@H](C(=O)O)C)=O)OC)C (S)-4-(5-(5-(2-((S)-3-carboxybutanoyl)-6-methoxybenzo[b]thiophen-5-yl)pentyl)-6-methoxy-isoindolin-2-yl)-2-methyl-4-oxobutanoic acid